tert-butyl (R)-2-((1-(3-cyano-2-(4,4-difluoropiperidin-1-yl)-6-methyl-4-oxo-4H-chromen-8-yl)ethyl)amino)benzoate C(#N)C1=C(OC2=C(C=C(C=C2C1=O)C)[C@@H](C)NC1=C(C(=O)OC(C)(C)C)C=CC=C1)N1CCC(CC1)(F)F